(2R)-1-[(7S)-7-{[5-(1,5-dimethyl-1H-1,2,4-triazol-3-yl)-6-methylpyridin-2-yl]amino}-5-azaspiro[2.4]heptan-5-yl]-2-(5-fluoro-2-methoxypyridin-4-yl)propan-1-one CN1N=C(N=C1C)C=1C=CC(=NC1C)N[C@@H]1CN(CC12CC2)C([C@H](C)C2=CC(=NC=C2F)OC)=O